C(C1=CC=CC=C1)OC1=NC(=NC=C1)CC(C)O (4-(benzyloxy)pyrimidin-2-yl)propan-2-ol